FC1=C(C#N)C=C(C=C1)N1CCN(CC1)C(CCC=1NC(C2=CC(=CC(=C2C1)C)F)=O)=O 2-fluoro-5-(4-(3-(7-fluoro-5-methyl-1-oxo-1,2-dihydroisoquinolin-3-yl)propionyl)piperazin-1-yl)benzonitrile